4-(2-benzyloxyethyl)phthalic acid disodium [Na].[Na].C(C1=CC=CC=C1)OCCC=1C=C(C(C(=O)O)=CC1)C(=O)O